FC(C=1C=CC(=NC1)CC=1C(C2=CC=CC=C2C(C1C)=O)=O)F 2-((5-(difluoromethyl)pyridin-2-yl)methyl)-3-methylnaphthalene-1,4-dione